The molecule is a monocarboxylic acid anion resulting from the deprotonation of the carboxy group of ascr#10. The conjugate base of ascr#10 and the major species at pH 7.3. It is a conjugate base of an ascr#10. C[C@H]1[C@@H](C[C@H]([C@@H](O1)O[C@H](C)CCCCCCC(=O)[O-])O)O